[O-]S(=O)(=O)[O-].[Fe+2] The molecule is a compound of iron and sulfate in which the ratio of iron(2+) to sulfate ions is 1:1. Various hydrates occur naturally - most commonly the heptahydrate, which loses water to form the tetrahydrate at 57℃ and the monohydrate at 65℃. It has a role as a reducing agent. It is a metal sulfate and an iron molecular entity. It contains an iron(2+).